methyl iminomethyl carbonate C(OC)(OC=N)=O